CNC(O[C@H]1C[C@H]([C@@H](CC1)NC1=NC=C(C(=N1)C=1C=NN(C1)C1CCN(CC1)C)Cl)O)=O (1R,3R,4R)-4-((5-chloro-4-(1-(1-methylpiperidin-4-yl)-1H-pyrazol-4-yl) pyrimidin-2-yl) amino)-3-hydroxycyclohexyl methylcarbamate